FC1=C(C=C(C=C1)C)S(=O)(=O)Cl 2-Fluoro-5-methylbenzenesulfonyl chloride